C(C)OC1=CN=CC(=N1)C=1C=CC(=NC1)C(=O)N 5-(6-ethoxypyrazin-2-yl)picolinamide